rac-N-((4R,5R)-3-(2-((tert-butyldimethylsilyl)oxy)ethyl)-4-(4-fluorophenyl)-6-oxo-1-phenyl-4,5,6,7-tetrahydro-1H-pyrazolo[3,4-b]pyridin-5-yl)-3-(trifluoromethyl)benzamide [Si](C)(C)(C(C)(C)C)OCCC1=NN(C=2NC([C@@H]([C@@H](C21)C2=CC=C(C=C2)F)NC(C2=CC(=CC=C2)C(F)(F)F)=O)=O)C2=CC=CC=C2 |r|